4-{[2-(2,6-dioxopiperidin-3-yl)-1,3-dioxoisoindol-4-yl]amino}cyclohexane-1-carboxylic acid O=C1NC(CCC1N1C(C2=CC=CC(=C2C1=O)NC1CCC(CC1)C(=O)O)=O)=O